(2r,3s,5r)-2-((((1r,3r,6s)-6-(5-fluoropyrimidin-2-yl)bicyclo[4.1.0]hept-3-yl)oxy)methyl)-5-methyl-3-(methylsulfonylamino)pyrrolidine-1-carboxylic acid methyl ester COC(=O)N1[C@H]([C@H](C[C@H]1C)NS(=O)(=O)C)CO[C@H]1C[C@H]2C[C@]2(CC1)C1=NC=C(C=N1)F